(vinyloxy)methanol tert-butyl-(2S,3aS,7aS)-2-(methyl-(m-tolyl)carbamoyl)octahydro-1H-indole-1-carboxylate C(C)(C)(C)[C@]1(N([C@H]2CCCC[C@H]2C1)C(=O)OCOC=C)C(N(C=1C=C(C=CC1)C)C)=O